C(C)(C)(C)C=1C=C(C=C(C1)C1CC1)CN(C1=C(C=C(C(=O)O)C=C1)OCC)C(CN(S(=O)(=O)C1=C(C(=C(C=C1F)F)F)F)CC1=C(C=CC=C1)C#N)=O 4-[(3-tert-butyl-5-cyclopropyl-phenyl)methyl-[2-[(2-cyanophenyl)methyl-(2,3,4,6-tetrafluorophenyl)sulfonyl-amino]acetyl]amino]-3-ethoxy-benzoic acid